C(C)(C)(C)OC(=O)N[C@@H](COC(C)(C)C)C(=O)O N-(tert-butoxycarbonyl)-O-(tert-butyl)-Z-serine